5,10-epoxycyclopenta[a]phenanthrene C1=CC=CC23C=CC4=C5CC=CC5=CC=C4C12O3